ClC1=C(C=CC(=C1)[N+](=O)[O-])C1=NOC(C1)(O)C(F)(F)F 3-(2-chloro-4-nitrophenyl)-5-(trifluoromethyl)-4,5-dihydroisoxazol-5-ol